CCC\C=C\C=C/C\C=C/CCCCCCC (4E,6Z,9Z)-heptadeca-4,6,9-triene